ClC1=C(C=CC=C1)N1CCN(C2=CC=CC=C12)CCN1CCCC1 1-(4-(2-chlorophenyl)-3,4-dihydroquinoxalin-1(2H)-yl)-2-(pyrrolidin-1-yl)ethane